1,2,3,4-tetraaminobutane NCC(C(CN)N)N